(R)-(1-((((7-(2-cyano-4-(3,3-difluoropyrrolidin-1-yl)-4-methylpent-2-enoyl)-7-azabicyclo[2.2.1]heptan-1-yl)methoxy)carbonyl)amino)-3-phenylpropyl)boronic acid C(#N)C(C(=O)N1C2(CCC1CC2)COC(=O)N[C@@H](CCC2=CC=CC=C2)B(O)O)=CC(C)(C)N2CC(CC2)(F)F